BrC=1C(=C(OC2CCC(CC2)OCCCO)C=CC1)C 3-(((1s,4s)-4-(3-bromo-2-methylphenoxy)cyclohexyl)oxy)propan-1-ol